NC=1N=NC(=CC1)OCC 3-amino-6-ethoxypyridazine